CN(C(CCCCCCCCC(=O)[O-])=O)C 10-(dimethylamino)-10-oxo-decanoate